Cl[SiH2]C(F)F chlorodifluoromethyl-silane